C1(CC1)CC1(C2=C(N=C(N1)N)C=C(S2)C2=CC=NN2)N 4-(cyclopropylmethyl)-6-(1H-pyrazol-5-yl)thieno[3,2-d]Pyrimidine-2,4-diamine